CC=1C(=CC2=NC3=CC(=C(C=C3N=C2C1)N)C)N 3,8-dimethyl-phenazine-2,7-diamine